2,4-dimethylpentane-3-one CC(C)C(C(C)C)=O